6,7-difluoronaphthalene-1-ol FC=1C=C2C=CC=C(C2=CC1F)O